di-(3,5-dichloromethyl-phenyl)methylene(cyclopentadienyl)(dibenzofluorenyl)zirconium dichloride [Cl-].[Cl-].ClCC=1C=C(C=C(C1)CCl)C(=[Zr+2](C1=CC=CC2=C3C(=C4C=5C=CC=CC5CC4=C21)C=CC=C3)C3C=CC=C3)C3=CC(=CC(=C3)CCl)CCl